9-(bromomethyl)-3-ethyl-4,7-dimethyl-3,4-dihydro-5H-pyrazolo[3,4-c]isoquinolin-5-one BrCC=1C=2C3=C(N(C(C2C=C(C1)C)=O)C)N(N=C3)CC